methyl 12-(3-(1-(adamantan-1-ylmethyl)-5-methyl-1H-pyrazol-4-yl)-6-(8-(benzo[d]thiazol-2-ylcarbamoyl)-3,4-dihydroisoquinolin-2(1H)-yl)picolinamido)dodecanoate C12(CC3CC(CC(C1)C3)C2)CN2N=CC(=C2C)C=2C(=NC(=CC2)N2CC3=C(C=CC=C3CC2)C(NC=2SC3=C(N2)C=CC=C3)=O)C(=O)NCCCCCCCCCCCC(=O)OC